4,4-dimethylhexene CC(CC=C)(CC)C